methyl (2S,3S,4S,5R)-3-(3,4-difluoro-2-hydroxy-phenyl)-4,5-dimethyl-5-(trifluoromethyl)tetrahydrofuran-2-carboxylate FC=1C(=C(C=CC1F)[C@H]1[C@H](O[C@]([C@H]1C)(C(F)(F)F)C)C(=O)OC)O